tris(2-nitriloethyl) borate B(OCC#N)(OCC#N)OCC#N